3-(6-(4-(((1s,4s)-4-(hydroxymethyl)cyclohexyl)methyl)piperazin-1-yl)-1-oxoisoindolin-2-yl)piperidine-2,6-dione OCC1CCC(CC1)CN1CCN(CC1)C1=CC=C2CN(C(C2=C1)=O)C1C(NC(CC1)=O)=O